C(C1=CC=CC=C1)N1C(C2=NCCN(C(C2=C1)C(C)C)C(CC1=CC=CC=C1)=O)(C)C 7-benzyl-5-isopropyl-8,8-dimethyl-4-(2-phenylacetyl)-2,3,4,5,7,8-hexahydropyrrolo[3,4-e][1,4]diazepin